amino-5-chloro-2,4'-difluoro-6'-(4-(trifluoromethyl)cyclohexyl)-N-(2-(trifluoromethyl)pyridin-4-yl)-[1,1'-biphenyl]-4-carboxamide NC=1C(=C(C=C(C1C(=O)NC1=CC(=NC=C1)C(F)(F)F)Cl)C1=CC=C(C=C1C1CCC(CC1)C(F)(F)F)F)F